3,3-dimethylbutene CC(C=C)(C)C